O(C#N)C1=CC=C(C=C1)C(C)(C1=CC=C(C=C1)OC#N)C1=CC=C(C=C1)OC#N tris(4-cyanatophenyl)ethane